R-1-(1-naphthyl)ethylamine C1(=CC=CC2=CC=CC=C12)[C@@H](C)N